N-methyl-Methanesulfonamide CNS(=O)(=O)C